C1(CCCCC1)[C@@H](C)NC(C1=CN=C(C=C1)OCC1=CC(=CC=C1)F)=O (R)-N-(1-cyclohexylethyl)-6-(3-fluorobenzyloxy)nicotinamide